N-(1-(3-ethyl-2-(isoindolin-2-yl)-6-methyl-4-oxo-3,4-dihydroquinazolin-8-yl)ethylidene)-2-methylpropane-2-sulfinamide C(C)N1C(=NC2=C(C=C(C=C2C1=O)C)C(C)=NS(=O)C(C)(C)C)N1CC2=CC=CC=C2C1